1-((2R,4S)-4-(4-amino-3-((2,6-difluoro-3,5-dimethoxyphenyl)ethynyl)-7-(1-methyl-1H-pyrazol-3-yl)-1H-pyrazolo[4,3-c]pyridin-1-yl)-2-(methoxymethyl)pyrrolidin-1-yl)prop-2-en-1-one NC1=NC=C(C2=C1C(=NN2[C@H]2C[C@@H](N(C2)C(C=C)=O)COC)C#CC2=C(C(=CC(=C2F)OC)OC)F)C2=NN(C=C2)C